2-ethyl-3-[[1-[2-(2H-tetrazol-5-yl)phenyl]-4-piperidyl]methyl]quinazolin-4-one C(C)C1=NC2=CC=CC=C2C(N1CC1CCN(CC1)C1=C(C=CC=C1)C=1N=NNN1)=O